C=1OC=C2C=NC=CC21 furo[3,4-c]pyridin